N(=C=O)C1(CC(CC(C1)(N=C=O)C)(C)C)C 1-isocyanato-3,3,5-trimethyl-5-isocyanato-methyl-cyclohexane